6-bromo-3-fluoro-2-methyl-1-oxido-pyridin-1-ium BrC1=CC=C(C(=[N+]1[O-])C)F